COC1=CC=C(CN(S(=O)(=O)C2=CC(=C(C=C2)NC2=NC=C(C=C2)C(F)(F)F)C=2N=C3OC(CN3C2)C)C)C=C1 N-(4-methoxybenzyl)-N-methyl-3-(2-methyl-2,3-dihydroimidazo[2,1-B]oxazol-6-yl)-4-((5-(trifluoromethyl)pyridin-2-yl)amino)benzenesulfonamide